FC=1C=C(C=C(C1)F)C=1NC2=CC=CC=C2C1CCC(=O)N[C@@H]1C(NC[C@H]1O)=O 3-[2-(3,5-Difluorophenyl)-1H-indol-3-yl]-N-[(3S,4R)-4-hydroxy-2-oxo-pyrrolidin-3-yl]propanamide